L-aspartic acid-L-phenylalanyl methyl ester COC(C[C@H](N)C(=O)OC([C@@H](N)CC1=CC=CC=C1)=O)=O